C1CCC=2C(=CC=CC12)N indan-4-amine